[2-(trifluoromethyl)phenyl]methyl 4-(3-hydroxy-3-methyl-but-1-ynyl)-2,6-dimethyl-7-oxo-1H-pyrrolo[2,3-c]pyridine-3-carboxylate OC(C#CC=1C2=C(C(N(C1)C)=O)NC(=C2C(=O)OCC2=C(C=CC=C2)C(F)(F)F)C)(C)C